C[C@H]1C(=O)CC[C@@H]2[C@@]1(CC[C@H]3[C@]2(CC[C@@]4([C@@]3(CC[C@@](C4)(C)CCC=C(C)C)C)C)C)C The molecule is a tetracyclic triterpenoid that is perhydrochrysene which is substituted by methyl groups at positions 1, 4bbeta, 6aalpha, 8beta, 10abeta and 12a positions, by a 4-methylpent-3-enyl group at the 8alpha position, and with an oxo group at position 2. It is a tetracyclic triterpenoid and a cyclic terpene ketone.